N1N=CC2=CC=C(C=C12)C1=NC(=NC(=N1)NC(C)(C1=NC(=CC=C1)C)C)N 6-(1H-indazol-6-yl)-N2-[1-methyl-1-(6-methyl-2-pyridinyl)ethyl]-1,3,5-triazine-2,4-diamine